N1N=CC=2N=CN=C(C21)N[C@H](C(=O)OCC)CCCCCCCC2=NC=1NCCCC1C=C2 ethyl (S)-2-((1H-pyrazolo[4,3-d]pyrimidin-7-yl)amino)-9-(5,6,7,8-tetrahydro-1,8-naphthyridin-2-yl)nonanoate